[Br-].C(C1=CC=CC=C1)N1C(=[N+](C2=C1C=CC=C2)CC(=O)OC)CNC(=O)OC(C)(C)C 1-benzyl-2-({[(tert-butoxy)carbonyl]amino}methyl)-3-(2-methoxy-2-oxoethyl)-1H-1,3-benzodiazol-3-ium bromide